CN(NC(=O)N)C N,N-dimethyl-semicarbazide